6-azido-6-deoxy-2-N-acetyl-D-galactosamine N(=[N+]=[N-])C[C@@H]1[C@@H]([C@@H]([C@H](C(O)O1)NC(C)=O)O)O